COC1=NC2=C(N1C)C=CC=C2 methoxy-1-methyl-benzimidazol